[4-(5-chlorooxazolo[4,5-b]pyridin-2-yl)piperazin-1-yl]-[6-[1-(2,2-dimethylpropyl)pyrazol-4-yl]-5-methyl-3-pyridyl]methanone ClC1=CC=C2C(=N1)N=C(O2)N2CCN(CC2)C(=O)C=2C=NC(=C(C2)C)C=2C=NN(C2)CC(C)(C)C